ClC1=C(C=CC=C1)\C=C(\C(=O)OCC)/CS(=O)C1=CC=CC=C1 (Z)-ethyl 3-(2-chlorophenyl)-2-((phenylsulphinyl)methyl)acrylate